N-[(6-Amino-2-pyridyl)sulfonyl]-2-(2,2-dimethyl-4-oxo-pyrrolidin-1-yl)-6-(3-fluoro-5-isobutoxyphenyl)pyridin-3-carboxamid NC1=CC=CC(=N1)S(=O)(=O)NC(=O)C=1C(=NC(=CC1)C1=CC(=CC(=C1)OCC(C)C)F)N1C(CC(C1)=O)(C)C